N-(2,6-Diisopropylphenyl)-2-methyl-2-phenylpropanamide C(C)(C)C1=C(C(=CC=C1)C(C)C)NC(C(C)(C1=CC=CC=C1)C)=O